OCC1CC(N(CC1)CCCC1=CC2=C(N(C(N2C)=O)C2C(NC(CC2)=O)=O)C=C1)=O 3-[5-[3-[4-(hydroxymethyl)-2-oxo-1-piperidyl]propyl]-3-methyl-2-oxo-benzimidazol-1-yl]piperidine-2,6-dione